O1COC2=C1C=CC(=C2)N benzo[d][1,3]dioxole-5-amine